N1N=CC2=C(C=CC=C12)CN1N=CC2=C(C1=O)N(C1=C2SC(=N1)NC1=CC=CC=C1)C 6-((1H-indazol-4-yl)methyl)-4-methyl-2-(phenylamino)-4,6-dihydro-5H-thiazolo[5',4':4,5]pyrrolo[2,3-d]pyridazin-5-one